Cl.ClC=1C=C(C(=C(CNC([C@H](C)NC(=O)[C@@H]2NC[C@H](C2)C2=CC=CC=C2)=O)C1)O)C (2R,4R)-N-((S)-1-((5-chloro-2-hydroxy-3-methylbenzyl)amino)-1-oxopropan-2-yl)-4-phenylpyrrolidine-2-carboxamide hydrochloride